C1(CC1)N1C(N(C=2C(C1=O)=C(N(C(C2C)=O)C)NC2=C(C=C(C=C2)I)F)C=2C=C(C=CC2)NC(C)=O)=O N-[3-[3-cyclopropyl-5-[(2-fluoro-4-iodophenyl)amino]-3,4,6,7-tetrahydro-6,8-dimethyl-2,4,7-trioxopyridino[4,3-d]pyrimidin-1(2H)-yl]phenyl]-acetamide